4-[3-(difluoromethyl)-1-methyl-1H-pyrazol-5-yl-3'-(methylsulfonyl)biphenyl-3-yl]-5-{4-[(trifluoromethyl)oxy]phenyl}-1H-1,2,3-triazole FC(C1=NN(C(=C1)C1=C(C=CC=C1C=1N=NNC1C1=CC=C(C=C1)OC(F)(F)F)C1=CC(=CC=C1)S(=O)(=O)C)C)F